N\C(\C1=CC=C(C=C1)OC1=NC=C(C=C1F)Cl)=N/OC(C[C@H](C(=O)OCC1=CC=CC=C1)NC(=O)OC(C)(C)C)=O benzyl (R,Z)-4-(((amino (4-((5-chloro-3-fluoropyridin-2-yl) oxy) phenyl)-methylene)-amino) oxy)-2-((tert-butoxycarbonyl) amino)-4-oxobutanoate